NCCCCCC(=O)NCCCCCCN N-(6-aminocaproyl)-hexamethylenediamine